FC1=CC2=C(N=C(S2)NC[C@@H]2N(C3CC([C@@H]2C)C3)C(=O)C3=NC(=CC=C3N3N=CC=N3)C)C=C1 6-fluoro-N-{[(3R,4S)-4-methyl-2-[6-methyl-3-(2H-1,2,3-triazol-2-yl)pyridine-2-carbonyl]-2-azabicyclo[3.1.1]hept-3-yl]methyl}-1,3-benzothiazol-2-amine